ClC=1C=C2C=C(NC2=CC1C1=NC=C(N=C1)OC)CNC(=O)NC 1-((5-chloro-6-(5-methoxypyrazin-2-yl)-1H-indol-2-yl)methyl)-3-methylurea